2-Nitrobenzene tetrafluoroborate F[B-](F)(F)F.[N+](=O)([O-])C1=CC=CC=C1